ClC1=C(OCC2=CC=CC(=N2)OC2CCN(CC2)C(=O)OC(C)(C)C)C=CC(=C1)Cl tert-Butyl 4-((6-((2,4-dichlorophenoxy)methyl)pyridin-2-yl)oxy)piperidine-1-carboxylate